ONC(CCCCCCNC(=O)C1=CC(=C(C=C1)NC1=NC=C(C(=N1)NC1=C(C=CC=C1)N(S(=O)(=O)C)C)C(=O)OC(C)C)OC)=O Isopropyl 2-((4-((7-(hydroxyamino)-7-oxoheptyl)carbamoyl)-2-methoxyphenyl)amino)-4-((2-(N-methylmethylsulfonamido)phenyl)amino)pyrimidine-5-carboxylate